F[C@H]1[C@@H]([C@@H](N(C1=O)C=1C=C2C=NN(C2=CC1)C1=CC=C(C=C1)F)C1=CC=CC=C1)C1(CC1)C(=O)N ((2R,3R,4S)-4-fluoro-1-(1-(4-fluorophenyl)-1H-indazol-5-yl)-5-oxo-2-phenylpyrrolidin-3-yl)cyclopropanecarboxamide